3,5-Dimethylperhydro-1,3,5-thiadiazin-2-thion CN1C(SCN(C1)C)=S